C(C)(=O)N1CC[C@@H]2N(C([C@H](C1)NC(=O)C=1NC3=CC=C(C=C3C1)C(F)(F)P(O)(O)=O)=O)[C@@H](CC2)C(=O)N2CC(C2)C(=O)N2CCCCC2 ((2-(((5S,8S,10aR)-3-acetyl-6-oxo-8-(3-(piperidine-1-carbonyl)azetidine-1-carbonyl)deca-hydropyrrolo[1,2-a][1,5]diazocin-5-yl)carbamoyl)-1H-indol-5-yl)difluorometh-yl)phosphonic acid